8-(((tert-Butyldimethylsilyl)oxy)methyl)-5H-chromeno[3,4-d]pyrimidine [Si](C)(C)(C(C)(C)C)OCC=1C=CC2=C(C1)OCC1=NC=NC=C12